1H-indazole-1-carboxylic acid tert-butyl ester C(C)(C)(C)OC(=O)N1N=CC2=CC=CC=C12